CP(=O)(C)C1=CC(=C(C=C1)CC1CC2(CN(C2)C(=O)N2CC3(C2)NS(CC3)(=O)=O)C1)F [6-[(4-dimethylphosphoryl-2-fluoro-phenyl)methyl]-2-azaspiro[3.3]heptan-2-yl]-(6,6-dioxo-6lambda6-thia-2,5-diazaspiro[3.4]octan-2-yl)methanone